BrCC(C(=O)OCC)=O ethyl bromopyruvate